4-((cyclopropylmethoxy)methyl)aniline C1(CC1)COCC1=CC=C(N)C=C1